2-(2-((1S,3S)-3-fluoro-1-methylcyclobutyl)-2H-pyrazolo[3,4-b]pyrazin-6-yl)-3-methyl-5-(trifluoromethyl)phenol FC1CC(C1)(C)N1N=C2N=C(C=NC2=C1)C1=C(C=C(C=C1C)C(F)(F)F)O